OC1=C(C=CC=C1)C(C=CC1=CC=C(OC(C(=O)OC(C)C)(C)C)C=C1)=O Propan-2-yl 2-[4-[3-(2-hydroxyphenyl)-3-oxoprop-1-enyl]phenoxy]-2-methylpropanoate